(1S,2R)-2-((2-((cyclopentyloxy)methyl)-3'-ethoxy-2'-fluoro-[1,1'-biphenyl]-4-yl)carbamoyl)cyclohexane-1-carboxylic acid C1(CCCC1)OCC1=C(C=CC(=C1)NC(=O)[C@H]1[C@H](CCCC1)C(=O)O)C1=C(C(=CC=C1)OCC)F